tert-Butyl 9-(2-fluoro-2-methylpropanoyl)-3,9-diazaspiro[5.5]undecane-3-carboxylate FC(C(=O)N1CCC2(CCN(CC2)C(=O)OC(C)(C)C)CC1)(C)C